C1(CCC1)OC=1C(=CC=2C(N1)=NN(C2)C21COC(C2)(C1)C)C(=O)NC=1C(N(C=CC1)[C@H]1[C@H](C1)F)=O 6-cyclobutoxy-N-(1-((1r,2s)-2-fluorocyclopropyl)-2-oxo-1,2-dihydropyridin-3-yl)-2-(1-methyl-2-oxabicyclo[2.1.1]hex-4-yl)-2H-pyrazolo[3,4-b]pyridine-5-carboxamide